C(CCCCCC)NC1(C)CC=C(C=C1)N N-(1-heptyl)-p-tolylenediamine